methyl 4-[[3-[6-(methoxycarbonylamino)-3-pyridyl]-8-methyl-imidazo[1,2-a]pyridin-6-yl]-methyl-carbamoyl]-2-methyl-benzoate COC(=O)NC1=CC=C(C=N1)C1=CN=C2N1C=C(C=C2C)N(C(=O)C2=CC(=C(C(=O)OC)C=C2)C)C